CC(C)OC1=CC=C(C=C1)C(=O)N1CCC(CC1)CCCCNC(=O)C1=CC=2C=NC=CC2N1 N-[4-(1-{[4-(propan-2-yloxy)phenyl]carbonyl}piperidin-4-yl)butyl]-1H-pyrrolo[3,2-c]pyridine-2-carboxamide